[Ca].C(C)(=O)C1=CC=C(C(=O)O)C=C1 4-acetylbenzoic acid calcium